FC(/C=C/C(=O)N1CC2CCC(C1)N2C2=NC=C(C#N)C=C2)(C2=CC(=NC=C2)OC)F 6-(3-((E)-4,4-difluoro-4-(2-methoxypyridin-4-yl)but-2-enoyl)-3,8-diazabicyclo[3.2.1]octan-8-yl)nicotinonitrile